ethyl hexanate C(CCCCC)(=O)OCC